C1(CC1)C1=C(C(=NO1)C1=C(C=CC=C1F)F)COC1C(CN(CC1)C(=O)OC(C)(C)C)(F)F tert-butyl 4-((5-cyclopropyl-3-(2,6-difluorophenyl) isoxazol-4-yl) methoxy)-3,3-difluoropiperidine-1-carboxylate